C1CSCC(=O)N1 thiomorpholinone